3-(2,4,5-trifluorophenoxy)azetidine FC1=C(OC2CNC2)C=C(C(=C1)F)F